i-octyl mercaptan C(CCCCC(C)C)S